OP(O)OP(O)O.C(CCCCCCCCCCCC)C(C(C(C1=C(C=C(C(=C1)C(C)(C)C)O)C)(C1=C(C=C(C(=C1)C(C)(C)C)O)C)CCCCCCCCCCCCC)(CCCCCCCCCCCCC)CCCCCCCCCCCCC)(C)C1=C(C=C(C(=C1)C(C)(C)C)O)C tetra(tridecyl)-1,1,3-tris(2-methyl-5-tert-butyl-4-hydroxyphenyl)butane diphosphite